ClC=1N=CC=2OC(CNC2N1)(C)C 2-chloro-6,6-dimethyl-7,8-dihydro-6H-pyrimido[5,4-b][1,4]oxazine